2-(2,6-dichlorobenzamido)-3-(4-(3-(5,6,7,8-tetrahydro-1,8-naphthyridin-2-yl)propoxy)cyclohexyl)propanoic acid ClC1=C(C(=O)NC(C(=O)O)CC2CCC(CC2)OCCCC2=NC=3NCCCC3C=C2)C(=CC=C1)Cl